O[C@@H]1CC[C@@H](NC1)C(=O)O (2R,5R)-5-hydroxypiperidine-2-carboxylic acid